N,N-Dimethyl-5-(1-methyl-1H-pyrazol-3-yl)-6-[4-(trifluoromethyl)phenoxy]pyridine-3-carboxamide CN(C(=O)C=1C=NC(=C(C1)C1=NN(C=C1)C)OC1=CC=C(C=C1)C(F)(F)F)C